2-chloro-5-(difluoromethoxypyrimidin-4-yl)indole-6-carbonitrile ClC=1NC2=CC(=C(C=C2C1)C1=NC(=NC=C1)OC(F)F)C#N